C(C1=CC=CC=C1)OC(=O)NC1=CC=C2C=C(C(OC2=C1)=O)C(=O)O 7-(((benzyloxy)carbonyl)amino)-2-oxo-2H-chromene-3-carboxylic acid